1-benzyl-N-(3-chloro-2-fluoro-5-(trifluoro-methyl)phenyl)-1H-1,2,4-triazole-3-carboxamide C(C1=CC=CC=C1)N1N=C(N=C1)C(=O)NC1=C(C(=CC(=C1)C(F)(F)F)Cl)F